N-(2-(4,5-dihydroisoxazole-3-yl)-3-methylphenyl)acetamide O1N=C(CC1)C1=C(C=CC=C1C)NC(C)=O